ClC1=C(C2=C(N=N1)N(C=N2)[C@H]2CN(CC[C@H]2O)C(=O)OC(C)(C)C)C tert-butyl (3S,4R)-3-(3-chloro-4-methyl-7H-imidazo[4,5-c]pyridazin-7-yl)-4-hydroxypiperidine-1-carboxylate